(S)-5-(4-(tert-butyl)-1H-imidazol-1-yl)-2-fluoro-N-(6-(5-(methoxymethyl)-6,7-dihydro-5H-pyrrolo[2,1-c][1,2,4]triazol-3-yl)pyridin-2-yl)-4-methylbenzamide C(C)(C)(C)C=1N=CN(C1)C=1C(=CC(=C(C(=O)NC2=NC(=CC=C2)C=2N3C(=NN2)CC[C@H]3COC)C1)F)C